isopropyl 2-((5-acrylamido-4-((2-(dimethylamino)ethyl)(methyl)amino)-2-methoxyphenyl)amino)-4-(5-ethynyl-3,3-Dimethyl-2,3-dihydro-1H-pyrrolo[3,2-b]pyridin-1-yl)pyrimidine-5-carboxylate C(C=C)(=O)NC=1C(=CC(=C(C1)NC1=NC=C(C(=N1)N1CC(C2=NC(=CC=C21)C#C)(C)C)C(=O)OC(C)C)OC)N(C)CCN(C)C